ClC1=CC=C2C(=CN(C2=C1)CC(C(=O)OC)F)S(=O)(=O)Cl methyl 3-(6-chloro-3-(chlorosulfonyl)-1H-indol-1-yl)-2-fluoropropionate